(E)-2-(3-((tert-butyldimethylsilyl)oxy)prop-1-en-1-yl)-3,5-dichloropyrazine [Si](C)(C)(C(C)(C)C)OC/C=C/C1=NC=C(N=C1Cl)Cl